N-4-(2-methyl-1,3-dioxolane-2-yl)butyl-N'-benzoyl-thiourea CC1(OCCO1)CCCCNC(=S)NC(C1=CC=CC=C1)=O